C(C)OC1CN(C1)C1=CC(N(N=C1)CC=1N(N=NC1C1=NC=C(C=N1)C(F)(F)F)C)=O 5-(3-ethoxyazetidin-1-yl)-2-[[3-methyl-5-[5-(trifluoromethyl)pyrimidin-2-yl]triazol-4-yl]methyl]pyridazin-3-one